C(C)(=O)N(C(C)=O)C[C@H](COC1=CC=C(C=C1)C(C)(C)C1=CC(=C(C(=C1)Cl)OC[C@@H](CCl)O)Cl)O N-acetyl-N-((R)-3-(4-(2-(3,5-dichloro-4-((S)-3-chloro-2-hydroxypropoxy)phenyl)propan-2-yl)phenoxy)-2-hydroxypropyl)acetamide